FC(C1(CN=C2N=CC=CC2=C1)C1=CC=C(C=C1)CO)(F)F (4-(3-(trifluoromethyl)-3H-naphthyridin-3-yl)phenyl)methanol